(S)-6-(1-amino-1,3-dihydrospiro[indene-2,4'-piperidin]-1'-yl)-3-(1-(2-methoxyphenyl)cyclopropyl)-1,5-dihydro-4H-pyrazolo[3,4-d]pyrimidin-4-one N[C@@H]1C2=CC=CC=C2CC12CCN(CC2)C=2NC(C1=C(N2)NN=C1C1(CC1)C1=C(C=CC=C1)OC)=O